3-(1-(2,5-difluorophenyl)-6-(7-methyl-2-(((R)-1-methylpyrrolidin-2-yl)methoxy)-7H-Pyrrolo[2,3-d]pyrimidin-4-yl)hex-3,5-diyn-1-yl)-1-methylpyridin-2(1H)-one FC1=C(C=C(C=C1)F)C(CC#CC#CC=1C2=C(N=C(N1)OC[C@@H]1N(CCC1)C)N(C=C2)C)C=2C(N(C=CC2)C)=O